2-chloro-3-(piperazin-1-yl)phenol hydrochloride Cl.ClC1=C(C=CC=C1N1CCNCC1)O